C(=O)O.O1C(NCC1)=O oxazolidin-2-one formate